ClC=1C(N(C(=CC1OC([2H])([2H])C1=NC=C(C=C1F)F)C)C1=CC(=NC=C1C)N1C(C(=CC=C1)C(C)(C)O)=O)=O 3-chloro-4-[(3,5-difluoropyridin-2-yl)(2H2)methoxy]-2'-[3-(2-hydroxypropan-2-yl)-2-oxopyridin-1-yl]-5',6-dimethyl-[1,4'-bipyridin]-2-one